OC=1C=2C(N(C(C1C(=O)NC13CC4(CC(CC(C1)C4)C3)O)=O)C(C)C)=CN(N2)C 4,5-dihydro-7-hydroxy-N-(1-hydroxyadamantan-3-yl)-2-methyl-5-oxo-4-(2-propyl)-2H-pyrazolo[4,3-b]pyridin-6-carboxamide